methyl 2-(benzylamino)-3-hydroxypropanoate C(C1=CC=CC=C1)NC(C(=O)OC)CO